ethyl 2-[(5-methoxypyridin-2-yl)formamido]acetate COC=1C=CC(=NC1)C(=O)NCC(=O)OCC